C(C1=CC=CC=C1)OCC(CCC(=O)N(C)OC)(F)F 5-(benzyloxy)-4,4-difluoro-N-methoxy-N-methylpentanamide